C(C)(C)NC(O)=O N-Isopropylcarbamic acid